Hexyl Diazoacetate [N+](=[N-])=CC(=O)OCCCCCC